ClC1=C(C(=O)N(C(C2=C(C(=C(C(=C2F)F)F)F)F)=O)C)C=C(C=N1)C=1C=NN(C1)C1=C(C=C(C=C1Cl)C(C(F)(F)F)(C(F)(F)F)F)Cl 2-chloro-5-(1-(2,6-dichloro-4-(perfluoropropane-2-yl)phenyl)-1H-pyrazol-4-yl)-N-methyl-N-(perfluorobenzoyl)nicotinamide